(pyrimidin-2-yl)piperazin N1=C(N=CC=C1)N1CCNCC1